C1(CC1)C=1C=C(C=CC1)NC(=O)[C@@H]1N(CCCC1)CC1=NC=CC=C1OC (R)-N-(3-cyclopropylphenyl)-1-((3-methoxypyridin-2-yl)methyl)piperidine-2-carboxamide